2-bromo-5-methoxypyrazine BrC1=NC=C(N=C1)OC